2-(4'-bromobiphenyl-4-yl)benzofuranamine BrC1=CC=C(C=C1)C1=CC=C(C=C1)C1(OC2=C(C1)C=CC=C2)N